2-(trifluoromethoxy)pyridin FC(OC1=NC=CC=C1)(F)F